(S)-1-(3-bromo-4-(1,1-difluoro-2-methoxyethyl)phenyl)-2-hydroxy-propan-1-one BrC=1C=C(C=CC1C(COC)(F)F)C([C@H](C)O)=O